ClC1=C(C=CC=C1OC)C(=O)N1C[C@H]2CO[C@@H](CN2CC1)C=1C=NC=C(C1)Cl |r| (2-chloro-3-methoxy-phenyl)-[rac-(3R,9aS)-3-(5-chloro-3-pyridyl)-3,4,6,7,9,9a-hexahydro-1H-pyrazino[2,1-c][1,4]oxazin-8-yl]methanone